(S)-8-chloro-6-(((6-fluoro-2-methylpyridin-3-yl)(1-(3-hydroxypropyl)-1H-1,2,3-triazol-4-yl)methyl)amino)-4-(neopentylamino)quinoline-3-carbonitrile ClC=1C=C(C=C2C(=C(C=NC12)C#N)NCC(C)(C)C)N[C@H](C=1N=NN(C1)CCCO)C=1C(=NC(=CC1)F)C